1-(7-Bromoimidazo[1,2-a]pyridin-2-yl)cyclopropane-1-carboxylic acid ethyl ester C(C)OC(=O)C1(CC1)C=1N=C2N(C=CC(=C2)Br)C1